C1(CC1)C1N(C2=C(C=CC=C2C=2C1=NN(N2)C)N)C 4-cyclopropyl-2,5-dimethyl-4,5-dihydro-2H-[1,2,3]triazolo[4,5-c]quinolin-6-amine